2-(6-amino-7-methoxyquinolin-4-yl)-3-[(3-fluoro-2-methoxyphenyl)amino]-5H,6H,7H-pyrazolo[1,5-a]pyrazin-4-one NC=1C=C2C(=CC=NC2=CC1OC)C1=NN2C(C(NCC2)=O)=C1NC1=C(C(=CC=C1)F)OC